1,1-diallyloxyethane plumbum carbon [C].[Pb].C(C=C)OC(C)OCC=C